(S)-4-chloro-N-(3-(1-((1-methyl-1H-pyrazolo[3,4-b]pyrazin-6-yl)amino)ethyl)phenyl)-3-(methylthio)benzamide ClC1=C(C=C(C(=O)NC2=CC(=CC=C2)[C@H](C)NC2=CN=C3C(=N2)N(N=C3)C)C=C1)SC